C(C)[NH3+].[N+](=O)([O-])C1=C(C=CC=C1)S(=O)(=O)NC(=O)NC1=NC=CC(=N1)C 1-(2-nitrobenzenesulfonyl)-3-(4-methylpyrimidine-2-yl)urea ethyl-ammonium salt